((1-((1-methyl-1H-pyrazol-4-yl)sulfonyl)piperidin-4-yl)methyl(propyl)amino)-5,6,7,8-tetrahydronaphthalen-1-ol CN1N=CC(=C1)S(=O)(=O)N1CCC(CC1)CN(CCC)C1=C(C=2CCCCC2C=C1)O